FC(S(=O)(=O)OC1=CC=C(C=C1)[C@@H]1CCCN2C1=NS(CC2)(=O)=O)(F)F 4-[(9S)-2,2-dioxido-3,4,6,7,8,9-hexahydropyrido[2,1-c][1,2,4]thiadiazin-9-yl]phenyl trifluoromethanesulfonate